CN(C)C=NC1=NC(SS1)=S ((N,N-dimethylaminomethylene)amino)-3H-1,2,4-dithiazole-3-thione